butyl 7-formyl-5-oxa-2-azaspiro[3.4]octane-2-carboxylate C(=O)C1COC2(CN(C2)C(=O)OCCCC)C1